[Na+].OCCNCCS(=O)(=O)[O-] N-(2-hydroxyethyl)-2-aminoethanesulfonic acid sodium salt